tert-butyl (1-phenyl-2-((4-(trifluoromethoxy)phenyl)sulfonamido)propyl)carbamate C1(=CC=CC=C1)C(C(C)NS(=O)(=O)C1=CC=C(C=C1)OC(F)(F)F)NC(OC(C)(C)C)=O